NC=1C=C(C=CC1)COC1=CC=C(C=C1)CN(C(OC(C)(C)C)=O)/C(/N(C(=O)OC(C)(C)C)C(=O)OC(C)(C)C)=N/C(=O)OC(C)(C)C tert-Butyl N-[[4-[(3-aminophenyl)methoxy]phenyl]methyl]-N-[(Z)-N,N,N'-tris(tert-butoxycarbonyl)carbamimidoyl]carbamate